2-[6-(difluoromethoxy)-1-oxospiro[3H-isoquinolin-4,1'-cyclopropan]-2-yl]acetic acid methyl ester COC(CN1C(C2=CC=C(C=C2C2(CC2)C1)OC(F)F)=O)=O